OCC=1C=NN(C1)C1CCN(CC1)C(=O)OC(C)(C)C tert-butyl 4-(4-(hydroxymethyl)-1H-pyrazol-1-yl)piperidine-1-carboxylate